oxydiacrylat O(C=CC(=O)[O-])C=CC(=O)[O-]